dimethyl-diacetyl-oxygen CC(C(=O)OC(C)=O)C